2-(4-fluorophenoxy)benzo[d]oxazole FC1=CC=C(OC=2OC3=C(N2)C=CC=C3)C=C1